C12CN(CC(N1)C2)C=2OC1=C(N2)C(=CC=C1C=1SC=CN1)C1CCC1 2-(3,6-diazabicyclo[3.1.1]heptan-3-yl)-4-cyclobutyl-7-(thiazol-2-yl)benzo[d]oxazole